(S)-1-chloro-3-(2-chloro-4-((3-chloro-4-((S)-2-hydroxy-3-methoxypropoxy)phenyl)sulfonyl)phenoxy)propan-2-ol ClC[C@H](COC1=C(C=C(C=C1)S(=O)(=O)C1=CC(=C(C=C1)OC[C@H](COC)O)Cl)Cl)O